n-ethylbis[2-(methoxycarbonyloxy)ethyl]amine C(C)N(CCOC(=O)OC)CCOC(=O)OC